(4-(bis(4H-benzo[d][1,3]dioxin-6-yl)methyl)piperazin-1-yl)(1H-1,2,3-triazol-1-yl)methanone O1COCC2=C1C=CC(=C2)C(N2CCN(CC2)C(=O)N2N=NC=C2)C2=CC1=C(OCOC1)C=C2